Ethyl (4-cyano-5-fluoro-2-methylphenyl)carbamate C(#N)C1=CC(=C(C=C1F)NC(OCC)=O)C